Cl.C1(CCCCC1)C1=C(NC2=CC=C(C=C12)F)C(=O)NC[C@@H](CC(CN)CO)N 3-cyclohexyl-N-((2R)-2,5-diamino-4-(hydroxymethyl)pentyl)-5-fluoro-1H-indole-2-carboxamide hydrogen chloride salt